3-bromo-1H-pyrazolo[3,4-b]Pyridineid Br[C-]1NNC2=NC=CC=C21